ClC1=C2OC=3C=C(C=CC3C(C2=CC=C1)=O)N1C[C@@H]([C@H](C1)C1=CC=C(C=C1)F)C(=O)O (3R,4S)-1-(5-chloro-9-oxo-xanthen-3-yl)-4-(4-fluorophenyl)pyrrolidine-3-carboxylic acid